tert-Butyl (2S,4R)-4-((tert-butyldiphenylsilyl)oxy)-2-(((2,2,7-trimethyl-4-oxo-4H-benzo[d][1,3]Dioxin-5-yl)oxy)methyl)pyrrolidine-1-carboxylate [Si](C1=CC=CC=C1)(C1=CC=CC=C1)(C(C)(C)C)O[C@@H]1C[C@H](N(C1)C(=O)OC(C)(C)C)COC1=CC(=CC=2OC(OC(C21)=O)(C)C)C